COC1=C(C=CC(=C1)OC)C=1SC(=CN1)C(=O)NCCCCCCC(=O)NO (2,4-dimethoxyphenyl)-N-(7-(hydroxyamino)-7-oxoheptyl)thiazole-5-carboxamide